(3-(6-(4-((3-chloropyridin-2-yl)oxy)-2-fluorophenyl)quinazolin-8-yl)phenyl)acrylamide ClC=1C(=NC=CC1)OC1=CC(=C(C=C1)C=1C=C2C=NC=NC2=C(C1)C=1C=C(C=CC1)C(C(=O)N)=C)F